ethyl (R)-2-amino-4-phenylbutanoate hydrochloride Cl.N[C@@H](C(=O)OCC)CCC1=CC=CC=C1